N-cyclohexylphosphino-amine C1(CCCCC1)NP